NC=1C=2N(C=CN1)C(=CN2)CC2=C(C=NC(=C2)C2=CC(=C(C=C2)F)F)N2CC(CCC2)(C2=NC=CC=C2)NC(OC)=O methyl (1-(4-((8-aminoimidazo[1,2-a]pyrazin-3-yl)methyl)-6-(3,4-difluorophenyl)pyridin-3-yl)-3-(pyridin-2-yl)piperidin-3-yl)carbamate